NCC1(CCCCCCCC1)O 1-Aminomethyl-cyclononanol